D-Beta-HydroxyButyric acid C[C@H](CC(=O)O)O